1-(6-(2-hydroxyphenyl)pyridazin-4-yl)-4-(o-tolyl)piperidine-4-carboxylic acid OC1=C(C=CC=C1)C1=CC(=CN=N1)N1CCC(CC1)(C(=O)O)C1=C(C=CC=C1)C